N6-(t-butoxycarbonyl)-L-lysine-benzyl ester C(C1=CC=CC=C1)OC([C@@H](N)CCCCNC(=O)OC(C)(C)C)=O